3-(8-methoxy-1-methyl-2-oxo-7-phenyl-2,3-dihydro-1H-benzo[e]-[1,4]diazepin-5-yl)benzamide COC=1C(=CC2=C(N(C(CN=C2C=2C=C(C(=O)N)C=CC2)=O)C)C1)C1=CC=CC=C1